S=C1N(CC2=CC=C(C=C12)CN1CCN(CC1)C1=C(C=CC=C1)C)C1C(NC(CC1)=O)=O 3-(1-thioxo-6-((4-(o-tolyl)piperazin-1-yl)methyl)isoindolin-2-yl)piperidine-2,6-dione